FC(C(=O)O)(F)F.C(C)OC1=C(C(=CC(=C1)CN1CCC(CC1)(C(=O)NC1=CC=C(C(=O)O)C=C1)C)OCC)C1=CC=C(C=C1)F 4-(1-((2,6-diethoxy-4'-fluoro-[1,1'-biphenyl]-4-yl)methyl)-4-methylpiperidine-4-carboxamido)benzoic acid, trifluoroacetic acid salt